C1N(CCC2=CC=CC=C12)C[C@H](CN1C(N(CC1)CC1=CC=C(C=N1)N1CCCCC1)=O)O (R)-1-(6-((3-(3-(3,4-Dihydroisochinolin-2(1H)-yl)-2-hydroxypropyl)-2-oxoimidazolidin-1-yl)methyl)pyridin-3-yl)piperidin